N[C@@H](C(C)C)C(=O)OC[C@H]1O[C@@]([C@@H]([C@@H]1O)O)(C#N)C1=CC=C2C(=NC=NN21)N ((2R,3S,4R,5R)-5-(4-aminopyrrolo[2,1-f][1,2,4]triazin-7-yl)-5-cyano-3,4-dihydroxytetrahydrofuran-2-yl)methyl L-Valinate